C(C)N(C(C=CC1=CC=CC=C1)=O)CC N,N-diethyl-cinnamamide